(Z)-Ethyl 4-(2-amino-5-bromopyridin-3-yl)-2-hydroxy-2-methylbut-3-enoate NC1=NC=C(C=C1\C=C/C(C(=O)OCC)(C)O)Br